O1CCC2=C1C=CC=C2N2/C(/SCC2=O)=N/C(=O)NC2=C(C=C(C=C2)C2=NN(C=N2)C2=CC=C(C=C2)OC(C(F)(F)F)(F)F)C (Z)-1-(3-(2,3-dihydrobenzofuran-4-yl)-4-oxothiazolidin-2-ylidene)-3-(2-methyl-4-(1-(4-(perfluoroethoxy)phenyl)-1H-1,2,4-triazol-3-yl)phenyl)urea